6-bromo-1,1-dibutoxy-hexane BrCCCCCC(OCCCC)OCCCC